[Si](C)(C)(C(C)(C)C)OCC(OC1=CC(=CC=2N1C(=CN2)C#N)C=2N=NN(C2C)C2CCN(CC2)C(=O)OC(C)(C)C)C2=NC=C(C=C2)Cl tert-Butyl 4-[4-[5-[2-[tert-butyl(dimethyl)silyl]oxy-1-(5-chloro-2-pyridyl)ethoxy]-3-cyano-imidazo[1,2-a]pyridin-7-yl]-5-methyl-triazol-1-yl]piperidine-1-carboxylate